C(#N)C(C(=O)OCC(COC(C(=C(C1=CC=CC=C1)C1=CC=CC=C1)C#N)=O)(COC(C(=C(C1=CC=CC=C1)C1=CC=CC=C1)C#N)=O)COC(C(=C(C1=CC=CC=C1)C1=CC=CC=C1)C#N)=O)=C(C1=CC=CC=C1)C1=CC=CC=C1 pentaerythritol tetrakis(2-Cyano-3,3-diphenylacrylate)